1-[(2E)-3-(3,4,5-Trimethoxyphenyl)prop-2-enoyl]-5,6-dihydropyridin-2(1H)-one COC=1C=C(C=C(C1OC)OC)/C=C/C(=O)N1C(C=CCC1)=O